4-methoxy-1-(2-oxopropyl)pyridine [1,1'-biphenyl]-4,4'-dicarboxylate C1(=CC=C(C=C1)C(=O)O)C1=CC=C(C=C1)C(=O)O.COC1=CCN(C=C1)CC(C)=O